Tris(4,7-diphenyl-1,10-phenanthroline) ruthenium(II) [Ru+2].C1(=CC=CC=C1)C1=CC=NC2=C3N=CC=C(C3=CC=C12)C1=CC=CC=C1.C1(=CC=CC=C1)C1=CC=NC2=C3N=CC=C(C3=CC=C12)C1=CC=CC=C1.C1(=CC=CC=C1)C1=CC=NC2=C3N=CC=C(C3=CC=C12)C1=CC=CC=C1